1-p-hydroxybenzyl-2,7-dihydroxy-4-methoxyphenanthrene OC1=CC=C(CC2=C(C=C(C=3C4=CC=C(C=C4C=CC23)O)OC)O)C=C1